CC(C)(C)[O-].[K+].C(C)OC(C1=C(C=CC=C1)C(=O)C=1C(=NC=CC1)ON=C(C)C)OCC [2-(Diethoxymethyl)phenyl]{2-[(propan-2-ylideneamino)oxy]pyridine-3-yl}methanone Potassium tert-butoxide